tetranonyl 3,3',3'',3'''-((((6-((4-hydroxybutyl)amino)-1,3,5-triazine-2,4-diyl)bis(azanediyl))bis(propane-3,1-diyl))bis(azanetriyl))tetrapropionate OCCCCNC1=NC(=NC(=N1)NCCCN(CCC(=O)OCCCCCCCCC)CCC(=O)OCCCCCCCCC)NCCCN(CCC(=O)OCCCCCCCCC)CCC(=O)OCCCCCCCCC